FC1=CC(=C(C=C1F)C1=CC=C(C=C1)C)C1=NN=NN1 5-(4,5-Difluoro-4'-methyl-[1,1'-biphenyl]-2-yl)-1H-tetrazole